N1(C=NC=C1)C=C(C(=O)[O-])C (1-imidazolyl)-2-methylacrylate